O1C(CCCC1)N1N=CC2=C(C=C(C=C12)N1C=NN=C1)NCCOCCCCNC(OC(C)(C)C)=O tert-Butyl (4-(2-((1-(tetrahydro-2H-pyran-2-yl)-6-(4H-1,2,4-triazol-4-yl)-1H-indazol-4-yl)amino)ethoxy)butyl)carbamate